C(CCCCCCC)(O)(O)O octantriol